C1(=CCC(CC1)(C(C)C)O)C p-mentha-1-en-4-ol